ClC1=CC(=C(C=C1Cl)O)C(=O)C1CCNCC1 4,5-dichloro-2-(piperidine-4-carbonyl)phenol